4-(1-(5-(((S)-1-((2S,4R)-4-hydroxy-2-((4-(4-methylthiazol-5-yl)benzyl)carbamoyl)pyrrolidin-1-yl)-3,3-dimethyl-1-oxobutan-2-yl)carbamoyl)pyridin-3-yl)piperidin-4-yl)butanoic acid O[C@@H]1C[C@H](N(C1)C([C@H](C(C)(C)C)NC(=O)C=1C=C(C=NC1)N1CCC(CC1)CCCC(=O)O)=O)C(NCC1=CC=C(C=C1)C1=C(N=CS1)C)=O